ClC1=CC(=C(C=C1)C1=NC(=NC2=C1N=C(N(C2=O)C)C)N2CC(OCC2)C2=CC(=NC=C2)C)F 8-(4-chloro-2-fluorophenyl)-2,3-dimethyl-6-(2-(2-methylpyridin-4-yl)morpholino)pyrimido[5,4-d]pyrimidin-4(3H)-one